ClC=1C2=C(N=CN1)N(C=C2)C(=O)OC(C)(C)C tert-butyl 4-chloropyrrolo[2,3-d]pyrimidine-7-carboxylate